[Na+].O=C([C@H](O)[C@@H](O)[C@H](O)[C@H](O)CO)[O-] D-gluconic acid sodium salt